C1(=C(C(=CC(=C1)C)C)C=O)C Mesitaldehyd